(S)-(3-aminopyrrolidin-1-yl)(5-(4-(1-isopropylpiperidin-4-yl)phenyl)-3-vinylthiophen-2-yl)methanone N[C@@H]1CN(CC1)C(=O)C=1SC(=CC1C=C)C1=CC=C(C=C1)C1CCN(CC1)C(C)C